CC1(C(N(N(C1C1=C(C=CC(=C1)Br)N)C)C)=O)C1CCOCC1 trimethyl-5-(2-amino-5-bromophenyl)-4-(tetrahydro-2H-pyran-4-yl)-1,2-dihydro-3H-pyrazol-3-one